OC=1C=C(OCCOCCOCCOC2CCN(CC2)C(=O)OC(C)(C)C)C=CC1 tert-butyl 4-[2-[2-[2-(3-hydroxyphenoxy)ethoxy] ethoxy]ethoxy]piperidine-1-carboxylate